[Si].[PH3]=O phosphine oxide Silicon